[NH4+].C(C=C)(=O)OCCO hydroxyethyl acrylate, ammonium salt